2-bromo-7-(morpholine-4-carbonyl)-12-oxa-3-thia-6-azatricyclo[6.4.1.04,13]Tridec-1,4(13),7-trien-5-one BrC1=C2OCCCC3=C(NC(C(S1)=C23)=O)C(=O)N2CCOCC2